ClC1=C(C=C2C=NN(C2=C1)C1=NC(=CC=C1)CC#N)C(=O)O 6-chloro-1-(6-(cyanomethyl)pyridin-2-yl)-1H-indazole-5-carboxylic acid